C(C)(C)[C@H]1NC2=C(OCC1)C(=NC(=N2)N)N2C[C@@H](CC2)NC (S)-8-Isopropyl-4-((R)-3-(methylamino)pyrrolidin-1-yl)-6,7,8,9-tetrahydropyrimido[5,4-b][1,4]oxazepin-2-amine